7-[[5-(trifluoro-methyl)pyrazin-2-yl]methyl]-2-azaspiro[3.5]nonane FC(C=1N=CC(=NC1)CC1CCC2(CNC2)CC1)(F)F